NCC=1C=C(C=CC1)C=1C=CC2=C(C(=C(O2)F)COC2=C(C=CC(=C2)OC)CC(=O)O)C1 2-(2-((5-(3-(aminomethyl)phenyl)-2-fluorobenzofuran-3-yl)methoxy)-4-methoxyphenyl)acetic acid